1-[(tert-butoxy)carbonyl]-3-phenylpyrrolidine-3-carboxylic acid C(C)(C)(C)OC(=O)N1CC(CC1)(C(=O)O)C1=CC=CC=C1